FC1(C2(CN(C2)C(=O)OCC2=CC=CC=C2)CCN(C1C)C(=O)OC(C)(C)C)F 2-benzyl 7-(tert-butyl) 5,5-difluoro-6-methyl-2,7-diazaspiro[3.5]nonane-2,7-dicarboxylate